(S)-5-methylundecene C[C@H](CCC=C)CCCCCC